4,5-di(4'-fluorophenyl)imidazole FC1=CC=C(C=C1)C=1N=CNC1C1=CC=C(C=C1)F